BrC=1C(=CC=C2C=CN=CC12)F 8-bromo-7-fluoroisoquinoline